FCCN1C(=NC2=C1C=C(C=C2)C=2C=CN1N=C(N=C(C12)OC)NC1CCC(CC1)(O)C)C (1s,4s)-4-((5-(1-(2-fluoroethyl)-2-methyl-1H-benzo[d]imidazol-6-yl)-4-methoxypyrrolo[2,1-f][1,2,4]triazin-2-yl)amino)-1-methylcyclohexan-1-ol